ClC1=C(C=CC=C1)[C@H]1[C@@H](CC=C(C1)CCC=C(C)C)C(=O)C1=C(C=CC=C1O)O (trans-2'-chloro-5-(4-methylpent-3-en-1-yl)-1,2,3,6-tetrahydro-[1,1'-biphenyl]-2-yl)(2,6-dihydroxyphenyl)methanone